CC(CCC=O)=CC1=CC=C(C=C1)C 4-methyl-5-(p-tolyl)pent-4-enal